FC1=C(C=C(OC[C@H]2CN(CCO2)C(=O)OC(C)(C)C)C=C1C(N[C@H](C)C=1C=NC(=NC1)C(F)(F)F)=O)C=1SC(=CN1)C tert-butyl (R)-2-((4-fluoro-3-(5-methylthiazol-2-yl)-5-(((R)-1-(2-(triFluoromethyl)pyrimidin-5-yl)ethyl)carbamoyl)phenoxy)methyl)morpholine-4-carboxylate